N-cyclopropyl-4-(7-fluoroimidazo[1,2-a]pyridin-3-yl)-2-methoxy-6-methyl-benzamide C1(CC1)NC(C1=C(C=C(C=C1C)C1=CN=C2N1C=CC(=C2)F)OC)=O